5,7-Difluoro-7-methoxy-2-methyl-3-(4-(4-(trifluoromethoxy)phenoxy)phenyl)quinolin FC1=C2C=C(C(=NC2=CC(C1)(OC)F)C)C1=CC=C(C=C1)OC1=CC=C(C=C1)OC(F)(F)F